4-[3-fluoro-5-(piperazin-1-ylmethyl)phenyl]-3,3-dimethyl-1H-pyrrolo[2,3-b]pyridin-2-one FC=1C=C(C=C(C1)CN1CCNCC1)C1=C2C(=NC=C1)NC(C2(C)C)=O